N-(3-(N-(4-chlorophenyl)sulfamoyl)phenyl)-2-methoxynicotinamide ClC1=CC=C(C=C1)NS(=O)(=O)C=1C=C(C=CC1)NC(C1=C(N=CC=C1)OC)=O